Thiol-undecanoic acid S1C(=CC=C1)CCCCCCCCCCC(=O)O